[Si](C)(C)(C(C)(C)C)OC1CN(C1)C(=O)C1=C(C=C(C=N1)C1=C(N=C2N1N=CC1=C2C(CN1C(=O)N)(C)C)C)Cl (6-(3-((tert-Butyldimethylsilyl)oxy)azetidine-1-carbonyl)-5-chloropyridin-3-yl)-2,9,9-trimethyl-8,9-dihydro-7H-imidazo[1,2-b]pyrrolo[3,2-d]pyridazine-7-carboxamide